OC1CCC(N(C1)C(=O)OC(C)(C)C)(C)C tert-butyl 5-hydroxy-2,2-dimethylpiperidine-1-carboxylate